4-((1S,2S)-2-(6-(2,4-dimethoxypyrimidin-5-yl)imidazo[1,2-b]pyridazin-8-yl)cyclopropyl)benzonitrile COC1=NC=C(C(=N1)OC)C=1C=C(C=2N(N1)C=CN2)[C@@H]2[C@H](C2)C2=CC=C(C#N)C=C2